(3-(piperidin-1-ylmethyl)benzyl)quinoline-3,4-diamine N1(CCCCC1)CC=1C=C(CC2=NC3=CC=CC=C3C(=C2N)N)C=CC1